2-mercaptopropyl-methyl-dimethoxysilane SC(C[Si](OC)(OC)C)C